CC(CCCCC=CCCCCCCC)CCCCCCCCCCCC 14-Methyl-8-hexacosene